ClC=1C=CC(=C(C1)C1=CC(=NC=C1C(=O)NC=1SC=2CNCCC2N1)N1C(C=C(C=C1)C)=O)OC 4'-(5-chloro-2-methoxyphenyl)-4-methyl-2-oxo-N-(4,5,6,7-tetrahydrothiazolo[5,4-c]pyridin-2-yl)-2H-[1,2'-bipyridine]-5'-carboxamide